i-propoxybenzyl-trimethoxysilane tert-butyl-3-[(3-fluoro-2-methoxyphenyl)carbamothioyl]-4-[([3-[2-(furan-2-yl)ethoxy]pyridin-4-yl]methyl)amino]-2-oxo-5,6-dihydropyridine-1-carboxylate C(C)(C)(C)OC(=O)N1C(C(=C(CC1)NCC1=C(C=NC=C1)OCCC=1OC=CC1)C(NC1=C(C(=CC=C1)F)OC)=S)=O.C(C)(C)OCO[Si](OC)(OC)CC1=CC=CC=C1